CN(CCC(=O)N1CCN(CCC1)C1=NC=C(C#N)C=C1)[C@@H]1CCC=2C1=NNC(C2C(F)(F)F)=O |r| rac-6-(4-(3-(Methyl(3-oxo-4-(trifluoromethyl)-3,5,6,7-tetrahydro-2H-cyclopenta[c]pyridazin-7-yl)amino)propanoyl)-1,4-diazepan-1-yl)nicotinonitrile